3-Bromo-1-(3-ethoxy-4-methoxyphenyl)-5-(2-methylprop-1-en-1-yl)pyrazole BrC1=NN(C(=C1)C=C(C)C)C1=CC(=C(C=C1)OC)OCC